ClC1=CC=C2C(=N1)NC=C2S(=O)(=O)NC2=NC(=C(C(=N2)OC)OCCF)OC 6-chloro-N-[5-(2-fluoroethoxy)-4,6-dimethoxy-pyrimidin-2-yl]-1H-pyrrolo[2,3-b]pyridine-3-sulfonamide